6-((R)-1-acetyl-3-(trifluoromethyl)pyrrolidin-3-yl)-4-(((R)-1-(3-fluorobenzofuran-7-yl)ethyl)amino)-2-methyl-2,6-dihydropyrido[3,4-d]pyridazine-1,7-dione C(C)(=O)N1C[C@](CC1)(C(F)(F)F)N1C=C2C(=NN(C(C2=CC1=O)=O)C)N[C@H](C)C1=CC=CC=2C(=COC21)F